C(C)N(C=1C=CC2=C(C1)[Si]1(CCCCC1)C1=C(C23OC(C2=CC(=C(C=C23)C(=O)O)OC)=O)C=CC(=C1)N(CC)CC)CC 3',7'-bis(diethylamino)-5-methoxy-3-oxo-3H-dispiro[isobenzofuran-1,10'-dibenzo[b,e]siline-5',1''-silinane]-6-carboxylic acid